BrC=1C(=C(C=NC1)C(=O)OC)C1=NC=CC=C1 Methyl 5-bromo-4-(2-pyridyl)pyridine-3-carboxylate